NCCOCCN1CCOCC1 4-(2-(2-aminoethoxy)ethyl)morpholine